3-[2-[2-(3,4-difluoro-2-methyl-phenoxy)-3-quinolinyl]-6-methyl-4-oxo-1H-pyridin-3-yl]propionic acid ethyl ester C(C)OC(CCC1=C(NC(=CC1=O)C)C=1C(=NC2=CC=CC=C2C1)OC1=C(C(=C(C=C1)F)F)C)=O